N1N=CC(=C1)C1=C(C(=CC(=C1)C(F)(F)F)C(F)(F)F)O 2-(1H-pyrazol-4-yl)-4,6-bis(trifluoromethyl)phenol